[K].FC1=CC(=C(C(=C1)C1=CC=NC=C1)CC(=O)NS(=O)(=O)C=1SC=C(C1)C(C)(C)O)C(C)C 2-(4-Fluoro-2-isopropyl-6-(pyridin-4-yl)phenyl)-N-((4-(2-hydroxypropan-2-yl)thiophen-2-yl)sulfonyl)acetamide, potassium salt